C(C(C)C)N1C=C(C=2C1=NC(=CC2)C(=O)N)C=2C=NC=NC2 1-isobutyl-3-(pyrimidin-5-yl)-1H-pyrrolo[2,3-b]pyridine-6-carboxamide